C(#N)C1(CC1)N(C(C1=CC=CC=C1)=O)CO N-(1-cyanocyclopropyl)-N-(hydroxymethyl)benzamide